1-(2-methoxy-4-(trifluoromethyl)phenyl)-4-vinyl-6,7-dihydro-5H-cyclopenta[d]pyridazine COC1=C(C=CC(=C1)C(F)(F)F)C1=NN=C(C2=C1CCC2)C=C